NC1=C2C(=NC=N1)N(N=C2I)CC=2N=CC1=C(N2)CCN(C1)C(=O)OC(C)(C)C tert-butyl 2-((4-amino-3-iodo-1H-pyrazolo[3,4-d]pyrimidin-1-yl)methyl)-7,8-dihydropyrido[4,3-d]pyrimidine-6(5H)-carboxylate